FC1=C(C(=CC=C1)F)C1CN(C1)C(=O)OC(C)(C)C tert-butyl 3-(2,6-difluorophenyl)azetidine-1-carboxylate